C(CC)C(CCC)N1N=CC(=C1)C1=C2C(=NC=C1)NC=C2 4-[1-(1-propylbutyl)-1H-pyrazol-4-yl]-1H-pyrrolo[2,3-b]pyridine